6-{[2-chloro-3-(5-formylpyridin-2-yl)phenyl]amino}-N-[(1R,2S)-2-fluorocyclopropyl]-8-(methylamino)imidazo[1,2-b]pyridazine-3-carboxamide ClC1=C(C=CC=C1C1=NC=C(C=C1)C=O)NC=1C=C(C=2N(N1)C(=CN2)C(=O)N[C@H]2[C@H](C2)F)NC